glucaric acid mono-ammonium salt [NH4+].O=C([C@H](O)[C@@H](O)[C@H](O)[C@H](O)C(=O)[O-])O